C(C)(C)(C)OC(=O)NCCOC=1C=NC=CC1B(O)O (3-{2-[(tert-butoxycarbonyl)amino]ethoxy}pyridin-4-yl)boronic acid